FC(OC1CC(C1)CCO)F 2-(3-(difluoromethoxy)cyclobutyl)ethanol